C(C)(C)(C)C1=C(C(=CC(=C1)C)C)O 4-tert-butyl-3-hydroxy-2,6-dimethylbenzene